CS(=O)(=O)OC(COC=1C=NC(=CC1)C=O)CC 1-((6-formylpyridin-3-yl)oxy)butan-2-yl methanesulfonate